2-(6-(2-chloro-6-isopropyl-7H-pyrrolo[2,3-d]pyrimidin-7-yl)pyridin-2-yl)propan ClC=1N=CC2=C(N1)N(C(=C2)C(C)C)C2=CC=CC(=N2)C(C)C